CCCCCCCCCCC Undecan